2-(4-(2-(2,6-dimethylpyridin-4-yl)-3-isopropyl-1H-indol-5-yl)piperidin-1-yl)-N-ethylacetamide CC1=NC(=CC(=C1)C=1NC2=CC=C(C=C2C1C(C)C)C1CCN(CC1)CC(=O)NCC)C